C1(=CC=CC=C1)N=NC1=CC2=CC=CC=C2C=C1 2-(phenylazo)naphthalene